C(C)(=O)OC=C.C=C Ethylene Vinyl Acetat